CC1=C(NC2=CC=C(C=C12)CNC(OC(C)(C)C)=O)C1=NC=CC=C1 tert-butyl ((3-methyl-2-(pyridin-2-yl)-1H-indol-5-yl)methyl)carbamate